4-(1-(2-fluoro-4-((isopropylamino)methyl)phenyl)-2-methyl-1H-imidazol-4-yl)-5-(trifluoromethyl)pyrimidin-2-amine FC1=C(C=CC(=C1)CNC(C)C)N1C(=NC(=C1)C1=NC(=NC=C1C(F)(F)F)N)C